TMStrimethyl-(4-vinylphenyl)silane [Si](C)(C)(C)C[Si](C1=CC=C(C=C1)C=C)(C)C